5-[2-[[4-(methylsulfonyl)-1-piperazinyl]methyl]-7-(4-morpholinyl)thieno[2,3-c]pyridine-5-yl]-2-pyrimidinamine CS(=O)(=O)N1CCN(CC1)CC1=CC=2C(=C(N=C(C2)C=2C=NC(=NC2)N)N2CCOCC2)S1